N2-(benzo[d][1,3]dioxol-5-yl)pyridine-2,3-diamine O1COC2=C1C=CC(=C2)NC2=NC=CC=C2N